2-Amino-4-(5-chloro-3-((2S,3R)-2-methyl-3-((methylamino)methyl)pyrrolidin-1-yl)-7,9-dihydrofuro[3,4-f]quinazolin-6-yl)-7-fluorothieno[3,2-c]pyridine-3-carbonitrile NC1=C(C=2C(=NC=C(C2S1)F)C=1C2=C(C=3C=NC(=NC3C1Cl)N1[C@H]([C@H](CC1)CNC)C)COC2)C#N